propan-2-yl-1,1,1-d3 (2S)-6-diazo-2-((S)-2-hydroxypropanamido)-5-oxohexanoate [N+](=[N-])=CC(CC[C@@H](C(=O)OC(C([2H])([2H])[2H])C)NC([C@H](C)O)=O)=O